trichlorobenzenesulfonyl chloride ClC1=C(C(=C(C=C1)S(=O)(=O)Cl)Cl)Cl